ClCCC(=O)OC(CCCl)=O 3-chloropropionic acid anhydride